7-(4-nitrophenyl)-2,2-dimethyl-4H-[1,3]-dioxino[5,4-c]pyridin-4-one [N+](=O)([O-])C1=CC=C(C=C1)C1=CC2=C(C=N1)C(OC(O2)(C)C)=O